1-[(1S,3R)-5-Bromo-3-[[tert-butyl(diphenyl)silyl]oxymethyl]-6-fluoro-1-methyl-3,4-dihydro-1H-isoquinolin-2-yl]-2-(2-chloro-6-fluoro-phenyl)ethanone BrC1=C2C[C@@H](N([C@H](C2=CC=C1F)C)C(CC1=C(C=CC=C1F)Cl)=O)CO[Si](C1=CC=CC=C1)(C1=CC=CC=C1)C(C)(C)C